ClC1=CC=C(C=N1)C[C@H]1C(N([C@H]2C[C@@H]12)C1=CC(=NN1)C1=C(N=NC=C1)C)=O (1S,4R,5S)-4-((6-chloropyridin-3-yl)methyl)-2-(3-(3-methylpyridazin-4-yl)-1H-pyrazol-5-yl)-2-azabicyclo[3.1.0]hexan-3-one